Aspartic acid sodium diacetate C(C)(=O)[O-].C(C)(=O)[O-].[Na+].N[C@@H](CC(=O)O)C(=O)O.[Na+]